4-hydroxy-6-(methylthio)-2-(pyridin-4-yl)pyrimidine-5-carbonitrile OC1=NC(=NC(=C1C#N)SC)C1=CC=NC=C1